tert-butyl (3R,4R)-3-methyl-4-[[5-(trifluoromethoxy)-2-pyridyl]amino]piperidine-1-carboxylate C[C@@H]1CN(CC[C@H]1NC1=NC=C(C=C1)OC(F)(F)F)C(=O)OC(C)(C)C